(4-bromo-2,6-dimethoxy-phenyl)methyl-triphenyl-phosphonium chloride [Cl-].BrC1=CC(=C(C(=C1)OC)C[P+](C1=CC=CC=C1)(C1=CC=CC=C1)C1=CC=CC=C1)OC